(ethyldimethylsilyl)(2-diethylamino-1,1-dimethylethyl)amine C(C)[Si](C)(C)NC(CN(CC)CC)(C)C